CC1=C2[C@@]([C@@H](C(=N2)C=C3[C@@]([C@@H](C(=CC4=NC(=CC5=C(C(=C1[N-]5)CC(=O)[O-])CCC(=O)[O-])C(=C4CC(=O)[O-])CCC(=O)[O-])[N-]3)CCC(=O)[O-])(C)CC(=O)[O-])CCC(=O)[O-])(C)CC(=O)[O-].[Co] The molecule is a precorrin carboxylic acid anion obtained by deprotonation of the carboxy groups of cobalt(II)-factor III; major species at pH 7.3. It is a conjugate base of a cobalt(II)-factor III.